5-(2-((tert-butylamino)methyl)-1H-pyrrolo[2,3-b]pyridin-4-yl)-1H-indazol-3-amine C(C)(C)(C)NCC1=CC=2C(=NC=CC2C=2C=C3C(=NNC3=CC2)N)N1